8-((2S,5R)-2,5-diethylpiperazin-1-yl)-2-(methoxymethyl)-5-methylimidazo[1,2-b]pyridazin-6(5H)-one C(C)[C@@H]1N(C[C@H](NC1)CC)C=1C=2N(N(C(C1)=O)C)C=C(N2)COC